(R)-6-(8-cyclopropyl-6-(1-methyl-1,2,3,4-tetrahydroisoquinoline-2-carbonyl)imidazo[1,2-a]pyridin-2-yl)-5-fluoro-2H-chromene-3-carboxylic acid C1(CC1)C=1C=2N(C=C(C1)C(=O)N1[C@@H](C3=CC=CC=C3CC1)C)C=C(N2)C=2C(=C1C=C(COC1=CC2)C(=O)O)F